thiopropionic furfuryl ester C(C1=CC=CO1)OC(CC)=S